pyridine-2-carboxylic acid (4-hydroxy-phenyl)-amide OC1=CC=C(C=C1)NC(=O)C1=NC=CC=C1